benzo[d]oxazole-2,5-diamine O1C(=NC2=C1C=CC(=C2)N)N